sodium ibuprofen salt [O-]C(=O)C(C)C1=CC=C(CC(C)C)C=C1.[Na+]